2-methylthio-5-(3-nitrophenyl)-5,6-dihydropyrido[2,3-d]pyrimidine-4,7(3H,8H)-dione CSC=1NC(C2=C(N1)NC(CC2C2=CC(=CC=C2)[N+](=O)[O-])=O)=O